CC(=CC#N)CCC=C(C)C 3,7-Dimethyl-2,6-octadienenitrile